1-(4-((4-Benzylphenyl)amino)azepan-1-yl)-2-(2,4-difluorophenyl)-3-(1H-1,2,4-triazol-1-yl)propan-2-ol C(C1=CC=CC=C1)C1=CC=C(C=C1)NC1CCN(CCC1)CC(CN1N=CN=C1)(O)C1=C(C=C(C=C1)F)F